COC(CCOCCN1CCCC2=C1C=NN(C2=O)COCC[Si](C)(C)C)=O 3-(2-(5-oxo-6-((2-(trimethylsilyl)ethoxy)methyl)-3,4,5,6-Tetrahydropyrido[2,3-d]pyridazin-1(2H)-yl)ethoxy)propanoic acid methyl ester